methyl 1-(1-cyclopropylethyl)-1H-indazole-3-carboxylate C1(CC1)C(C)N1N=C(C2=CC=CC=C12)C(=O)OC